P-(4-(5-(chlorodifluoromethyl)-1,2,4-oxadiazol-3-yl)phenyl)-N-(3-fluorophenyl)-P-methylphosphinic amide ClC(C1=NC(=NO1)C1=CC=C(C=C1)P(NC1=CC(=CC=C1)F)(=O)C)(F)F